CC1=NC=CC(=C1)C#CC1=C(C(=O)N)C=CC=C1 (2-methylpyridin-4-ylethynyl)benzamide